((S)-1-(4-fluorophenyl)-3,4-dihydroisoquinolin-2(1H)-yl)((6R,7S)-6-hydroxy-1,4-oxazepan-7-yl)methanone FC1=CC=C(C=C1)[C@@H]1N(CCC2=CC=CC=C12)C(=O)[C@@H]1[C@@H](CNCCO1)O